N[C@@H](CCCCN)C(=O)[O-].C[N+](CCCCCCCCCCCCCCCCCC)(C)C trimethyloctadecylammonium lysine salt